(S)-N-((S)-(5-bromopyridin-2-yl)(phenyl)methyl)-2-methylpropan-2-sulfinamide BrC=1C=CC(=NC1)[C@@H](N[S@@](=O)C(C)(C)C)C1=CC=CC=C1